NCCCC[C@H](C(=O)NC1=CC=C(C=C1)COC(=O)OC1=CC=C(C=C1)[N+](=O)[O-])NC([C@H](CC1=CC=CC=C1)NC(OCC1C2=CC=CC=C2C=2C=CC=CC12)=O)=O (9H-fluoren-9-yl)methyl ((S)-1-(((R)-6-amino-1-((4-((((4-nitrophenoxy)carbonyl)oxy)methyl)phenyl)amino)-1-oxohexan-2-yl)amino)-1-oxo-3-phenylpropan-2-yl)carbamate